FC1=C(N=CC2=C1N=C(N=C2N2C[C@H]1CC[C@@H](C2)N1C(=O)OC(C)(C)C)OCC12CCCN2CCC1)C1=C(C=CC=C1)OC(F)(F)F tert-butyl (1R,5S)-3-(8-fluoro-2-((tetrahydro-1H-pyrrolizin-7a(5H)-yl)methoxy)-7-(2-(trifluoromethoxy)phenyl)pyrido[4,3-d]pyrimidin-4-yl)-3,8-diazabicyclo[3.2.1]octane-8-carboxylate